C(C)OC(CN1SC2=C(C1=O)C=CC=C2)=O 2,3-dihydro-3-oxo-1,2-benzisothiazole-2-acetic acid ethyl ester